5-Chloro-2,4-di-hydroxybenzaldehyde ClC=1C(=CC(=C(C=O)C1)O)O